CC1(OB(OC1(C)C)C1=C(C(=O)OC(C)(C)C)C=CC=C1)C tert-butyl 2-(4,4,5,5-tetramethyl-1,3,2-dioxaborolan-2-yl)benzoate